C[C@@H]1NC(NN=C1C1=CC(=C(C=C1)OCCC)C(F)(F)F)=O (5S)-5-methyl-6-[4-propoxy-3-(trifluoromethyl)phenyl]-4,5-dihydro-1,2,4-triazin-3(2H)-one